ClC=1C=C(C(=O)O)C=C(C1)S(=O)(=O)C1=CC=C(C=C1)F 3-chloro-5-(4-fluorophenyl)sulfonyl-benzoic acid